2,4-dichloro-6-hydroxy-s-triazine ClC1=NC(=NC(=N1)Cl)O